C(C)(C)(C)OC(NC1CCN(CC1)C(CCN1CCN(CC1)C1=C2CN(C(C2=CC=C1)=O)C1C(NC(CC1)=O)=O)=O)=O N-[1-[3-[4-[2-(2,6-dioxo-3-piperidyl)-1-oxo-isoindolin-4-yl]piperazin-1-yl]propionyl]-4-piperidyl]carbamic acid tert-butyl ester